FC1=C(C=2C=NC(=NC2C=C1C1=C(C=CC(=C1)F)C)NC1=CC=C(C=C1)CS(=O)(=O)C)N 6-fluoro-7-(5-fluoro-2-methylphenyl)-N~2~-{4-[(methylsulfonyl)methyl]phenyl}quinazoline-2,5-diamine